F[C@@H]1CN(CC[C@@H]1NC1=NN2C(C(=N1)OC)=C(C=C2)C=2C=CC1=C(N(N=N1)[C@@H](CF)C)C2)C(C)=O 1-((3R,4S)-3-fluoro-4-((5-(1-((R)-1-fluoropropan-2-yl)-1H-benzo[d][1,2,3]triazol-6-yl)-4-methoxypyrrolo[2,1-f][1,2,4]triazin-2-yl)amino)piperidin-1-yl)ethan-1-one